N=1C=CN2C1C=CC(=C2)C=2C=CN1N=C(N=C(C12)OC)NC1CCC(CC1)(O)C (1r,4r)-4-((5-(imidazo[1,2-a]pyridin-6-yl)-4-methoxypyrrolo[2,1-f][1,2,4]triazin-2-yl)amino)-1-methylcyclohexan-1-ol